C([C@@H]1[C@H]([C@@H]([C@@H]([C@H](O1)O)O)O[C@@H]2[C@@H]([C@H]([C@H]([C@H](O2)CO)O)O)O)O)O The molecule is a glycosylmannose consisting of alpha-D-galactopyranose and alpha-D-mannopyranose residues joined in sequence by a (1->3) glycosidic bond. It derives from an alpha-D-galactose and an alpha-D-mannose.